(R)-N-(2-(1-(5-(6-ethoxypyrazin-2-yl)thiazole-2-carbonyl)piperazin-2-yl)pyridin-4-yl)cyclopropanesulfonamide C(C)OC1=CN=CC(=N1)C1=CN=C(S1)C(=O)N1[C@H](CNCC1)C1=NC=CC(=C1)NS(=O)(=O)C1CC1